(2S,4R)-1-((S)-2-(8-Aminooctanoylamino)-3,3-dimethylbutyryl)-4-hydroxy-N-(4-(4-methylthiazol-5-yl)benzyl)pyrrolidine-2-carboxamide NCCCCCCCC(=O)N[C@H](C(=O)N1[C@@H](C[C@H](C1)O)C(=O)NCC1=CC=C(C=C1)C1=C(N=CS1)C)C(C)(C)C